1-(5-methoxy-5-oxopentan-2-yl)-1H-imidazole-5-carboxylic acid methyl ester COC(=O)C1=CN=CN1C(C)CCC(=O)OC